OC1C(N(C(C1C1(NC2=CC=CC=C2C1=O)C1=CC=C(C=C1)C(F)(F)F)=O)C)=O 3-Hydroxy-1-methyl-4-(3-oxo-2-(4-(trifluoromethyl)phenyl)indolin-2-yl)pyrrolidine-2,5-dione